N-(5-(cyclopropylethynyl)-2-methylphenyl)-1-((5,5-dimethyl-1,3-dioxan-2-yl)methyl)-N-methyl-1H-1,2,3-triazol-4-amine C1(CC1)C#CC=1C=CC(=C(C1)N(C=1N=NN(C1)CC1OCC(CO1)(C)C)C)C